Cl.NC=1C(=NC(=CN1)C=1C=NN(C1)C1CCN(CC1)CC1CCN(CC1)CC1CCNCC1)C(=O)O[C@@H](C(=O)NC1=CC=C(C=C1)F)C1=CC=CC=C1 (R)-2-((4-fluorophenyl)amino)-2-oxo-1-phenylethyl 3-amino-6-(1-(1-((1-(piperidin-4-ylmethyl)piperidin-4-yl)methyl)piperidin-4-yl)-1H-pyrazol-4-yl)pyrazine-2-carboxylate hydrochloride